1,3,4-tri-O-acetyl-2-N-butyryl-6-O-(2-acetyloxybenzoyl)-D-Glucosamine C(C)(=O)OC1[C@H](NC(CCC)=O)[C@@H](OC(C)=O)[C@H](OC(C)=O)[C@H](O1)COC(C1=C(C=CC=C1)OC(C)=O)=O